p-hydroxyphenylheptanone OC1=CC=C(C=C1)CC(CCCCC)=O